3-(5-(4-(6-cyclobutoxypyridin-2-yl)-1H-1,2,3-triazol-1-yl)-1-oxoisoindolin-2-yl)piperidine-2,6-dione C1(CCC1)OC1=CC=CC(=N1)C=1N=NN(C1)C=1C=C2CN(C(C2=CC1)=O)C1C(NC(CC1)=O)=O